BrC1=C2CCCC2=C(C=C1)I 4-bromo-7-iodo-2,3-dihydro-indene